ClC=1C=C(C=CC1C(=O)N1CCN(CC1)C(=O)C1CCNCC1)NC(=O)C=1N(C(=CN1)C1=C(C(=C(C=C1)C=1C=NN(C1C)CCOC)C)F)C N-[3-chloro-4-[4-(piperidine-4-carbonyl)piperazine-1-carbonyl]phenyl]-5-[2-fluoro-4-[1-(2-methoxyethyl)-5-methyl-pyrazol-4-yl]-3-methyl-phenyl]-1-methyl-imidazole-2-carboxamide